2-(4,4-Difluoro-1-piperidinyl)-6-methoxy-N-[1-(1-methylethyl)-4-piperidinyl]-7-[3-(1-pyrrolidinyl)propoxy]-4-quinazolinamine FC1(CCN(CC1)C1=NC2=CC(=C(C=C2C(=N1)NC1CCN(CC1)C(C)C)OC)OCCCN1CCCC1)F